C(C)OC(=O)C=1C(=NOC1)C(F)F.C(#N)C1=CC=C(C=C1)NC(=O)NC1=CC(=CC(=C1)C1=NCCN1)F 1-[(4-cyanophenyl)amino]-N-[5-(4,5-dihydro-3H-imidazol-2-yl)-3-fluorophenyl]methanamide Ethyl-3-(difluoromethyl)isoxazole-4-carboxylate